undecane-1,11-diamine C(CCCCCCCCCCN)N